benzyl (7-oxabicyclo[4.1.0]heptan-3-yl)carbamate C12CC(CCC2O1)NC(OCC1=CC=CC=C1)=O